CC1=CC=C(C=C1)N1CC2=CC=CC=C2CC1 2-(4-methylphenyl)-1,2,3,4-tetrahydroisoquinoline